5-(2-{[2-(2-Ethoxyphenoxy)ethyl]amino}propyl)-2-methoxybenzene-1-sulfonamide C(C)OC1=C(OCCNC(CC=2C=CC(=C(C2)S(=O)(=O)N)OC)C)C=CC=C1